2-methyl-3-buten-2-ylcarbonate CC(C)(C=C)OC([O-])=O